(4-(6-(3,5-dimethylisoxazol-4-yl)-1-(phenyl(pyridin-2-yl)methyl)-1H-pyrrolo[3,2-b]pyridin-3-yl)phenyl)methanol CC1=NOC(=C1C=1C=C2C(=NC1)C(=CN2C(C2=NC=CC=C2)C2=CC=CC=C2)C2=CC=C(C=C2)CO)C